(R)-(+)-alpha-methylvaline CC(C)[C@](C)(C(=O)O)N